C1(CCCCC1)OC=1C=C2CCC(=C(C2=CC1)C)CN1C[C@@H](CC1)C(=O)O (3R)-1-{[6-(Cyclohexyloxy)-1-methyl-3,4-dihydro-2-naphthalenyl]methyl}-3-pyrrolidinecarboxylic acid